hydroxy-1,2,3,4-tetrahydrobenzo[h]quinoline ON1CCCC2=CC=C3C(=C12)C=CC=C3